methyl 3-(3-butyl-7-formyl-2-methyl-1,1-dioxido-5-phenyl-2,3,4,5-tetrahydrobenzo[f][1,2,5]thiadiazepin-8-yl)-4-fluorobenzoate C(CCC)C1N(S(C2=C(N(C1)C1=CC=CC=C1)C=C(C(=C2)C=2C=C(C(=O)OC)C=CC2F)C=O)(=O)=O)C